C(C)C=1C=NN(C1C=1C=C(C(=O)O)C=C(C1)F)C 3-(4-ethyl-1-methyl-1H-pyrazol-5-yl)-5-fluorobenzoic acid